4'-amino-2-fluorobiphenyl-4-carboxylate NC1=CC=C(C=C1)C1=C(C=C(C=C1)C(=O)[O-])F